titanium bis(ethylacetone) diisopropoxide CC([O-])C.CC([O-])C.C(C)CC(C)=O.C(C)CC(C)=O.[Ti+2]